1-((4AR,6R,7aS)-2-(3,5-dimethylbenzyloxy)-2-oxo-4H-furo[3,2-d][1,3,2]dioxaphosphorin-6-yl)-5-fluoropyrimidine-2,4(1H,3H)-dione CC=1C=C(COP2(OCC3=C(O2)C=C(O3)N3C(NC(C(=C3)F)=O)=O)=O)C=C(C1)C